methylvinyldiethyl-Oxysilane methyl-2-isopropyl-2,3-dihydro-1H-indene-2-carboxylate COC(=O)C1(CC2=CC=CC=C2C1)C(C)C.CC=C[SiH](OCC)OCC